Nα-(tert-butoxycarbonyl)-L-asparagine C(C)(C)(C)OC(=O)N[C@@H](CC(N)=O)C(=O)O